C(C)C=1C(=NC2=CC(=C(C=C2C1)C)CO)OC (3-Ethyl-2-methoxy-6-methylquinolin-7-yl)methanol